bicyclo[4.4.0]-1-decen-3-one C12=CC(CCC2CCCC1)=O